3-methoxy-5-{[(4R,5S)-5-methyl-2-oxo-1,3-oxazolidin-4-yl]methoxy}naphthalene-2-carboxamide COC=1C(=CC2=CC=CC(=C2C1)OC[C@H]1NC(O[C@H]1C)=O)C(=O)N